O=C1OCCN1P(=O)(N1C(OCC1)=O)Cl bis(2-oxo-3-oxazolidinyl)phosphoryl chloride